6-(((5-nitrobenzo[d]oxazol-2-yl)methyl)thio)-1-(tetrahydro-2H-pyran-4-yl)-1,5-dihydro-4H-pyrazolo[3,4-d]pyrimidin-4-one [N+](=O)([O-])C=1C=CC2=C(N=C(O2)CSC=2NC(C3=C(N2)N(N=C3)C3CCOCC3)=O)C1